N-phenyl-N',N'-dipropylurea C1(=CC=CC=C1)NC(=O)N(CCC)CCC